BrC=1C=C2C(=C(N1)N1CCOCC1)SC(=C2)CN2CCN(CC2)S(=O)(=O)C 5-Bromo-2-[[4-(methylsulfonyl)-1-piperazinyl]methyl]-7-(4-morpholinyl)-thieno[2,3-c]pyridine